N-(3-Cyclopropyl-1-(piperidin-4-yl)-1H-pyrazol-4-yl)-4-(4-(methylsulfonyl)thiophen-2-yl)-5-(trifluoromethyl)pyrimidin-2-amine C1(CC1)C1=NN(C=C1NC1=NC=C(C(=N1)C=1SC=C(C1)S(=O)(=O)C)C(F)(F)F)C1CCNCC1